tert-butyl 4-{[2-(3-acetamidoprop-1-yn-1-yl)-3-[(trifluoromethyl)sulfanyl]pyrazolo[1,5-a]pyridin-7-yl]amino}piperidine-1-carboxylate C(C)(=O)NCC#CC1=NN2C(C=CC=C2NC2CCN(CC2)C(=O)OC(C)(C)C)=C1SC(F)(F)F